N[C@H](C=O)Br (S)-2-amino-2-bromoacetaldehyde